OC[C@H]1N(CCS(C1)(=O)=O)C(C#CC1=CC(=C(C=C1)C1=CC=CC=C1)C(F)(F)F)=O |r| rac-(3R)-3-(hydroxymethyl)-4-{3-[2-(trifluoromethyl)[1,1'-biphenyl]-4-yl]prop-2-ynoyl}-1λ6-thiomorpholine-1,1-dione